C(CCCCCCCCC)(=O)N[C@@H](CSCC1=CC=C(C(=O)O)C=C1)C(=O)NCCCCCC (R)-4-(((2-decanamido-3-(hexylamino)-3-oxopropyl)thio)methyl)benzoic acid